FC(C(=O)[O-])(F)F.C(#N)C1=CC(=C(OCC2(C[NH2+]C2)CO)C=C1F)OC 3-((4-cyano-5-fluoro-2-methoxyphenoxy)methyl)-3-(hydroxymethyl)azetidin-1-ium trifluoroacetate salt